O1C(=CC=C1)C1=C(C2C(OC3=C2C=CC=C3)O1)SC 2-(furan-2-yl)-3-(methylsulfanyl)-3a,8a-dihydrofuro[2,3-b]benzofuran